O=C1N(CC2=C1C=NC=C2)CC=2OC1=C(C2)C=CC=C1C(=O)OCC ethyl 2-((3-oxo-1,3-dihydro-2H-pyrrolo[3,4-c]pyridin-2-yl)methyl)benzofuran-7-carboxylate